9-(4-[1,1'-Biphenyl]-4-yl-6-phenyl-1,3,5-triazin-2-yl)-1-bromo-9H-carbazol C1(=CC=C(C=C1)C1=NC(=NC(=N1)C1=CC=CC=C1)N1C2=CC=CC=C2C=2C=CC=C(C12)Br)C1=CC=CC=C1